(rac)-2-phenyl-3-methyl-5-(3,4-dimethoxyphenyl)imidazole (S)-Dimethyl-(3-methyl-2-oxo-5-phenylpentyl)phosphonate COP(OC)(=O)CC([C@H](CCC1=CC=CC=C1)C)=O.C1(=CC=CC=C1)C1=NC(=CN1C)C1=CC(=C(C=C1)OC)OC